5-([1,2,4]triazolo[1,5-a]pyridin-7-yl)-4-methoxy-N-((4r,7r)-1-oxaspiro[3.5]nonan-7-yl)-7H-pyrrolo[2,3-d]pyrimidin-2-amine N=1C=NN2C1C=C(C=C2)C2=CNC=1N=C(N=C(C12)OC)NC1CCC2(CCO2)CC1